FC1=C(C(=C(C(=C1F)F)F)F)[B-](C1=C(C(=C(C(=C1F)F)F)F)F)(C1=C(C(=C(C(=C1F)F)F)F)F)C1=C(C(=C(C(=C1F)F)F)F)F.C(C)(=O)[O-].[Pd+2].C(C)(C)P(C(C)C)C(C)C.C(C)(C)P(C(C)C)C(C)C bis(triisopropylphosphine) palladium (II) acetate tetrakis(2,3,4,5,6-pentafluorophenyl)borate